tert-butyl 4-(6-(5-((2,4-difluorophenyl) sulphonamido)-6-methoxypyridin-3-yl) quinazolin-4-yl)-3,6-dihydropyridine-1(2H)-carboxylate FC1=C(C=CC(=C1)F)S(=O)(=O)NC=1C=C(C=NC1OC)C=1C=C2C(=NC=NC2=CC1)C=1CCN(CC1)C(=O)OC(C)(C)C